C1(CC1)COC=1C=CC(=NC1)NC([C@H](C)N1C[C@@H](C(CC1)(F)F)O)=O (S)-N-(5-(cyclopropylmethoxy)pyridin-2-yl)-2-((S)-4,4-difluoro-3-hydroxypiperidin-1-yl)propanamide